ClC1=CC=C(C=C1)C1=NN=C(O1)C=1C=CC2=C(NC(=N2)C2=C(C=C(C=C2C)CCCP(O)(O)=O)C)C1 [3-(4-{6-[5-(4-Chloro-phenyl)-[1,3,4]oxadiazol-2-yl]-1H-benzoimidazol-2-yl}-3,5-dimethyl-phenyl)-propyl]-phosphonic acid